mononitroterephthalic acid [N+](=O)([O-])C1=C(C(=O)O)C=CC(=C1)C(=O)O